COC(CCC1(CC(C1)C(=O)OCC)[N+](=O)[O-])=O ethyl (1s,3r)-3-(3-methoxy-3-oxopropyl)-3-nitrocyclobutane-1-carboxylate